4-(cyclopropylamino)-2-(((S)-2,3,4,5-tetrahydro-3-((tetrahydropyran-3-yl)methoxy)benzo[b][1,4]oxazepin-7-yl)amino)pyrimidine-5-carboxamide C1(CC1)NC1=NC(=NC=C1C(=O)N)NC1=CC2=C(OC[C@H](CN2)OCC2COCCC2)C=C1